tert-butyl (3R)-3-[[4-[6-(2,2,2-trifluoro-1-hydroxy-1-methyl-ethyl)imidazo[1,2-a]pyrazin-3-yl]pyrimidin-2-yl]amino]piperidine-1-carboxylate FC(C(C)(O)C=1N=CC=2N(C1)C(=CN2)C2=NC(=NC=C2)N[C@H]2CN(CCC2)C(=O)OC(C)(C)C)(F)F